N-(but-3-yn-2-yl)-5-(4-(trifluoromethyl)phenoxy)-2-naphthamide CC(C#C)NC(=O)C1=CC2=CC=CC(=C2C=C1)OC1=CC=C(C=C1)C(F)(F)F